1,2-bis-(3-aminophenoxy)benzene tert-butyl-((1R,3R)-3-amino-1-methylcyclopentyl)carbamate C(C)(C)(C)N(C(O)=O)[C@]1(C[C@@H](CC1)N)C.NC=1C=C(OC2=C(C=CC=C2)OC2=CC(=CC=C2)N)C=CC1